NN1C(=C(C(=C1)C1=CC(=CC=C1)OCCN=[N+]=[N-])C1=CC=CC=C1)C(C(=O)OCC)=O ethyl 2-(1-amino-4-(3-(2-azidoethoxy)phenyl)-3-phenyl 1H-pyrrol-2-yl)-2-oxoacetate